2-(3-((5-(3-(aminomethyl)phenyl)-1-isopropyl-1H-indazol-3-yl)methoxy)phenyl)acetic acid NCC=1C=C(C=CC1)C=1C=C2C(=NN(C2=CC1)C(C)C)COC=1C=C(C=CC1)CC(=O)O